6-(5-chloro-1H-indol-7-yl)pyrimidin-4-ol ethylisopentyl-fumarate C(C)\C(=C(/C(=O)O)\CCC(C)C)\C(=O)O.ClC=1C=C2C=CNC2=C(C1)C1=CC(=NC=N1)O